3-(sulfamoyloxy)piperidine-1-carboxylic acid benzyl ester C(C1=CC=CC=C1)OC(=O)N1CC(CCC1)OS(N)(=O)=O